methyl (S,E)-4-((tert-butoxycarbonyl)amino)pent-2-enoate C(C)(C)(C)OC(=O)N[C@H](/C=C/C(=O)OC)C